(R)-α-methyl-4-nitrobenzylamine C[C@H](C1=CC=C(C=C1)[N+](=O)[O-])N